C(C)(=O)N1C[C@@H](CC1)OS(=O)(=O)C1=CC=C(C=C1)C (R)-1-Acetylpyrrolidin-3-yl-4-methylbenzenesulfonate